(2S)-1-(4-bromophenoxy)-3-(oxiran-2-ylmethoxy)propan-2-ol BrC1=CC=C(OC[C@H](COCC2OC2)O)C=C1